N-(1-methylazetidin-3-yl)quinazoline-2-carboxamide CN1CC(C1)NC(=O)C1=NC2=CC=CC=C2C=N1